CN(C1=CC=C(C=C1)C(C=CC1=CC(=C(C=C1)OC)O)=O)C 1-[4-(Dimethylamino)phenyl]-3-(3-hydroxy-4-methoxyphenyl)prop-2-en-1-one